C(C)(C)(C)OC(=O)N1CCN(CC1)C1=CC(=NC=C1)C(N[C@H]1C(NC(CC1)=O)=O)=O.CN(CCNC(CCCCC1SSCC1)=O)C |r| N-(2-(dimethylamino)ethyl)-5-(1,2-dithiolan-3-yl)pentanamide rac-tert-butyl-(R)-4-(2-((2,6-dioxopiperidin-3-yl)carbamoyl)pyridin-4-yl)piperazine-1-carboxylate